N-(5-Methoxypyridin-3-yl)-2-(pyridin-3-yl)-1,3-benzoxazole-5-carboxamide COC=1C=C(C=NC1)NC(=O)C=1C=CC2=C(N=C(O2)C=2C=NC=CC2)C1